NC1=NC=NC(=C1C#N)OC1=CC(=C(C=C1)N)C 4-amino-6-(4-amino-3-methylphenoxy)pyrimidine-5-carbonitrile